2-((S)-1-propenoyl-4-(2-(1-((S)-1-methylpyrrolidin-2-yl)cyclopropoxy)-7-(o-tolyl)-5,6,7,8-tetrahydropyrido[3,4-d]pyrimidin-4-yl)piperazin-2-yl)acetonitrile C(C=C)(=O)N1[C@H](CN(CC1)C=1C2=C(N=C(N1)OC1(CC1)[C@H]1N(CCC1)C)CN(CC2)C2=C(C=CC=C2)C)CC#N